(1R,3r)-3-((R)-3-(1-(1-(2,4-dichlorobenzyl)-4-methyl-1H-benzo[d][1,2,3]triazol-6-yl)azetidin-3-yl)piperidin-1-yl)-1-methylcyclobutane-1-carboxylic acid ClC1=C(CN2N=NC3=C2C=C(C=C3C)N3CC(C3)[C@@H]3CN(CCC3)C3CC(C3)(C(=O)O)C)C=CC(=C1)Cl